(4-Hydroxy-4-methylpiperidin-1-yl)-N-(6-(1-methyl-1H-pyrazol-4-yl)pyridin-2-yl)-2-(piperazin-1-yl)oxazolo[4,5-b]pyridine-6-carboxamide OC1(CCN(CC1)C1=C(C=C2C(=N1)N=C(O2)N2CCNCC2)C(=O)NC2=NC(=CC=C2)C=2C=NN(C2)C)C